ClC1=C(C(=O)NC(C(=O)O)CCN(CCCCC2=NC=3NCCCC3C=C2)CCOC2=CC=CC=C2)C=CC=C1 2-[(2-chlorobenzoyl)amino]-4-[2-phenoxyethyl-[4-(5,6,7,8-tetrahydro-1,8-naphthyridin-2-yl)butyl]amino]butanoic acid